4-isopropoxy-N-(quinolin-8-yl)benzamide C(C)(C)OC1=CC=C(C(=O)NC=2C=CC=C3C=CC=NC23)C=C1